methyl 3-iodo-4-(((1-(4-nitrophenyl)-1H-pyrazol-3-yl)methyl)thio)benzoate Methyl-3-iodo-4-(((1-(4-nitrophenyl)-1H-pyrazole-3-yl)methyl)thio)benzoate COC(C1=CC(=C(C=C1)SCC1=NN(C=C1)C1=CC=C(C=C1)[N+](=O)[O-])I)=O.IC=1C=C(C(=O)OC)C=CC1SCC1=NN(C=C1)C1=CC=C(C=C1)[N+](=O)[O-]